1-(2-chlorophenyl)-3-[1-(4-methylphenyl)-5-oxopyrrolidin-3-yl]thiourea ClC1=C(C=CC=C1)NC(=S)NC1CN(C(C1)=O)C1=CC=C(C=C1)C